CC(CS(=O)(=N)C1=CC=C(C=C1)[N+](=O)[O-])(C)C 1-(2,2-dimethylpropylsulfonimidoyl)-4-nitrobenzene